(2S,3R,5R,6R)-2-methyl-6-[((R)-oct-7-en-2-yl)oxy]tetrahydro-2H-pyran-3,5-diol C[C@@H]1O[C@H]([C@@H](C[C@H]1O)O)O[C@H](C)CCCCC=C